4-(5-(difluoromethyl)-1,3,4-thiadiazol-2-yl)-8-((3S,5S)-3-(hydroxymethyl)-5-methylpiperazin-1-yl)-2-methyl-N-(1-methylcyclopropyl)quinazoline-6-sulfonamide FC(C1=NN=C(S1)C1=NC(=NC2=C(C=C(C=C12)S(=O)(=O)NC1(CC1)C)N1C[C@H](N[C@H](C1)C)CO)C)F